tert-butyl (4-(4-amino-3-methyl-1-((2-(trimethylsilyl)ethoxy)methyl)-1H-pyrazol-5-yl)-6-morpholinopyridin-3-yl)carbamate NC=1C(=NN(C1C1=C(C=NC(=C1)N1CCOCC1)NC(OC(C)(C)C)=O)COCC[Si](C)(C)C)C